2'-O-methyl-uridin-3'-yl-[3,4,5-tris(octadecyloxy)benzyl] succinate C(CCC(=O)[O-])(=O)OC(C1=CC(=C(C(=C1)OCCCCCCCCCCCCCCCCCC)OCCCCCCCCCCCCCCCCCC)OCCCCCCCCCCCCCCCCCC)[C@@]1([C@H]([C@@H](O[C@@H]1CO)N1C(=O)NC(=O)C=C1)OC)O